FC1=C(C=C(C=C1)C#CC=1SC=C(N1)S(=O)(=O)NC1=C(C=C(C(=O)O)C=C1)OC)OC(F)(F)F 4-(2-{2-[4-fluoro-3-(trifluoromethoxy)phenyl]ethynyl}-1,3-thiazole-4-sulfonamido)-3-methoxybenzoic acid